C(CCC)C1=NC2(C(N1CC1=CC(=C(C=C1)C=1C(=CC=CC1)S(=O)(=O)N(COC)C1=NOC(=C1Cl)C)CO)=O)CCCC2 4'-((2-Butyl-4-oxo-1,3-diazaspiro[4.4]non-1-en-3-yl)methyl)-N-(4-chloro-5-methyl-Isoxazol-3-yl)-2'-(hydroxymethyl)-N-(methoxymethyl)-[1,1'-biphenyl]-2-sulfonamide